C(C=C)C(CO)CO 2-allylpropane-1,3-diol